NC=1NC(C=2N(C(N(C2N1)[C@@H]1O[C@@H]([C@@H]([C@H]1O)O)CO)=O)CCCC)=O 2-amino-7-butyl-9-((2r,3r,4r,5r)-3,4-dihydroxy-5-(hydroxymethyl)tetrahydrofuran-2-yl)-7,9-dihydro-1H-purine-6,8-dione